[K+].BrC1(CN=C2C(=CC=CC2=C1)O)S(=O)(=O)[O-] 3-bromo-8-hydroxyquinoline-3-sulfonic acid potassium salt